N[C@H]1CCC[C@@H]2N(C1=O)[C@@H](CC2)C(=O)N2CC(C2)C=2C=NC=CC2N2CCN(CC2)C(COC2=CC=C(C=C2)C2C(NC(CC2)=O)=O)=O 3-(4-(2-(4-(3-(1-((3S,6S,9aS)-6-amino-5-oxooctahydro-1H-pyrrolo[1,2-a]azepine-3-carbonyl)azetidin-3-yl)pyridin-4-yl)piperazin-1-yl)-2-oxoethoxy)phenyl)piperidine-2,6-dione